FC1=C(C=CC2=CN(N=C12)C)O 7-fluoro-2-methylindazol-6-ol